1-Phenyl-1H-indole-3-carbonitrile C1(=CC=CC=C1)N1C=C(C2=CC=CC=C12)C#N